(7-Azabenzotriazol-1-yl)urea hexafluorophosphate F[P-](F)(F)(F)(F)F.N1(N=NC2=C1N=CC=C2)NC(=O)N